C(C)(C)(C)[Si]1(OC=2C3=C(O1)C(=C(C=C3C(=C3CCCC(C32)=O)OC)C)\C=C\C)C(C)(C)C (E)-2,2-Di-tert-butyl-7-methoxy-5-methyl-4-(prop-1-en-1-yl)-9,10-dihydroanthra[1,9-de][1,3,2]dioxasilin-11(8H)-one